4,5-diphenyl-1,2,4-triazole C1(=CC=CC=C1)N1C=NN=C1C1=CC=CC=C1